2-methylsulfonyl-1-[6-[(5R or S)-5-[3-chloro-2-fluoro-5-(trifluoromethyl)phenyl]-5-(trifluoromethyl)-4H-isoxazol-3-yl]spiro[1H-isobenzofuran-3,3'-azetidine]-1'-yl]ethanone CS(=O)(=O)CC(=O)N1CC2(C1)OCC1=CC(=CC=C12)C1=NO[C@@](C1)(C(F)(F)F)C1=C(C(=CC(=C1)C(F)(F)F)Cl)F |o1:22|